quinolineOne N1C(C=CC2=CC=CC=C12)=O